O1CCC(CC1)NC(N)=O N'-oxaN-4-ylurea